C(C)(C)C1=C(C(=CC(=C1)C(C)C)C(C)C)C1=CC(=CC=C1OC)OC 2',4',6'-triisopropyl-3,6-dimethoxybiphenyl